(3-((3-(hydroxymethyl)phenyl)carbamoyl)phenyl)furan-2-carboxamide OCC=1C=C(C=CC1)NC(=O)C=1C=C(C=CC1)C1=C(OC=C1)C(=O)N